ClC1=NC=C(C(=C1)C1=C(C=NC(=C1)C)C(=O)NC1=NN=C(S1)C(=O)OCC)OC Ethyl 5-{2'-chloro-5'-methoxy-6-methyl-[4,4'-bipyridine]-3-amido}-1,3,4-thiadiazole-2-carboxylate